CN1C(C(=CC2=C(N=C(C=C12)C1CCOCC1)C=1C=CC=C2C=C(N=CC12)C=1C=CC(=NC1)C(=O)NCC#CC=1C=CC2=C(C(=CO2)C2C(NC(CC2)=O)=O)C1)C)=O 5-(8-(1,3-dimethyl-2-oxo-7-(tetrahydro-2H-pyran-4-yl)-1,2-dihydro-1,6-naphthyridin-5-yl)isoquinolin-3-yl)-N-(3-(3-(2,6-dioxo-piperidin-3-yl)benzofuran-5-yl)prop-2-yn-1-yl)picolinamide